C(N)(=O)C1CCN(CC1)C(=O)OC1=CC=C(C=C1)C[C@@H](C(=O)OC(C)OC(CCCC[C@H]1S(SCC1)=O)=O)NC([C@H](CC(C)C)NC(COC1=C(C=CC=C1)C)=O)=O 4-((2S)-2-((S)-4-methyl-2-(2-(o-tolyloxy)acetamido)pentanamido)-3-(1-((5-((3R)-2-oxido-1,2-dithiolan-3-yl)pentanoyl)oxy)ethoxy)-3-oxopropyl)phenyl 4-carbamoylpiperidine-1-carboxylate